FC1=C(C=C(C(=C1)N1C[C@H](N([C@H](C1)C)C)C)NC(=O)C1=CNC(C=C1C(F)(F)F)=O)C1=CCCN(C1)C(=O)OC(C)C |r| propan-2-yl 5-[2-fluoro-5-[[6-oxo-4-(trifluoromethyl)-1H-pyridine-3-carbonyl] amino]-4-[rac-(3R,5S)-3,4,5-trimethylpiperazin-1-yl]phenyl]-3,6-dihydro-2H-pyridine-1-carboxylate